(2E)-3,7-dimethyl-2,6-Octadien-1-ol C\C(=C/CO)\CCC=C(C)C